N,N-Dimethyl-ammonium chloride [Cl-].C[NH2+]C